Racemic-N-(4-amino-1H-pyrazolo[4,3-c]pyridin-7-yl)-2-oxo-2-[rac-(2S,5S)-2-(4-fluorophenyl)-4-methoxy-5-methyl-1-piperidyl]acetamide NC1=NC=C(C2=C1C=NN2)NC(C(N2[C@@H](C[C@H]([C@H](C2)C)OC)C2=CC=C(C=C2)F)=O)=O |r|